ClC1=NC(=CC2=C1C=CO2)C 4-chloro-6-methylfuro[3,2-c]pyridine